ClC=1C(=C2C(=NC1C)CN(C2)C(=O)[C@H]2CN(CC2)C2=NC=CC(=N2)OC)C (3-Chloro-2,4-dimethyl-5,7-dihydropyrrolo[3,4-b]pyridin-6-yl)-[(3R)-1-(4-methoxypyrimidin-2-yl)pyrrolidin-3-yl]methanon